N-(3-CYANOPHENYL)-5-(5-fluoro-2-{[(3S)-3-(morpholin-4-ylmethyl)-3,4-dihydroisoquinolin-2(1H)-yl]carbonyl}phenyl)-N-(4-hydroxyphenyl)-1,2-dimethyl-1H-pyrrole-3-carboxamide hydrochloride Cl.C(#N)C=1C=C(C=CC1)N(C(=O)C1=C(N(C(=C1)C1=C(C=CC(=C1)F)C(=O)N1CC2=CC=CC=C2C[C@H]1CN1CCOCC1)C)C)C1=CC=C(C=C1)O